CC1=C(OC(C(=O)OCC)(C)C)C(=CC(=C1)CN1C(N(CC1=O)C1=CC(=C(C=C1)C(F)(F)F)C)=O)C Ethyl 2-(2,6-dimethyl-4-((3-(3-methyl-4-(trifluoromethyl)phenyl)-2,5-dioxoimidazolin-1-yl)-methyl)phenoxy)-2-methylpropionate